O1CCNCC[C@H]1CO (S)-(1,4-oxazepan-7-yl)methanol